trifluoroisopropyloxopropylaminocarbonylpyrrolidinecarbonylmethylpropylaminocarbonylbenzoylaminoacetate FC=1C(=C(C(=C(C(=O)N(C(C(=O)[O-])(C(=O)NCCC)CC(=O)N2CCCC2)C(=O)NCCC=O)C1)C(C)C)F)F